(R)-1-(5-cyclopropyl-3-fluoropyridin-2-yl)-N-methylethan-1-amine C1(CC1)C=1C=C(C(=NC1)[C@@H](C)NC)F